4,5-dimethyl-6-(3-methyl-7,8-dihydro-1,6-naphthyridin-6(5H)-yl)-N-(thiazol-5-ylmethyl)pyridazine-3-carboxamide CC1=C(N=NC(=C1C)N1CC=2C=C(C=NC2CC1)C)C(=O)NCC1=CN=CS1